3-bromo-4-(methylamino)-1-phenyl-7-(trifluoromethyl)-1,8-naphthyridin-2(1H)-one BrC=1C(N(C2=NC(=CC=C2C1NC)C(F)(F)F)C1=CC=CC=C1)=O